(6-bromonaphthalen-2-yl)(1-((2-methylcyclopropyl)methyl)piperidin-3-yl)methanone BrC=1C=C2C=CC(=CC2=CC1)C(=O)C1CN(CCC1)CC1C(C1)C